C1(CCCC1)C1=C(C=C(C=C1OCOC)O)OCOC 4-cyclopentyl-3,5-bis(methoxymethoxy)phenol